1,9-dibromodecane BrCCCCCCCCC(C)Br